(piperidin-4-yl)oxazolidine-2-one N1CCC(CC1)N1C(OCC1)=O